4-methylbenzophenone O-trityl oxime C(C1=CC=CC=C1)(C1=CC=CC=C1)(C1=CC=CC=C1)ON=C(C1=CC=C(C=C1)C)C1=CC=CC=C1